CN1N=CC(=C1)NC(=O)C=1SC=CC1 N-(1-methyl-1H-pyrazol-4-yl)thiophene-2-carboxamide